ClC=1C=C(C=C(C1O[C@@H](COC1=CC=C(C=C1)F)CCN1CC(C1)F)Cl)S(=O)(=O)NC(=O)[C@@]1(OCCCC1)C (R)-N-((3,5-DICHLORO-4-(((R)-4-(3-FLUOROAZETIDIN-1-YL)-1-(4-FLUOROPHENOXY)BUTAN-2-YL)OXY)PHENYL)SULFONYL)-2-METHYLTETRAHYDRO-2H-PYRAN-2-CARBOXAMIDE